((10S*,11S*)-10-methyl-10,11-dihydrobenzo[6,7]oxepino[3,2-b]pyridin-11-yl)-N-methylmethanamine C[C@H]1[C@H](C2=NC=CC=C2OC2=C1C=CC=C2)CNC |o1:1,2|